stearyldiethanolamine distearate C(CCCCCCCCCCCCCCCCC)(=O)O.C(CCCCCCCCCCCCCCCCC)(=O)O.C(CCCCCCCCCCCCCCCCC)N(CCO)CCO